2,6-dichloro-5-fluoronicotinic acid ClC1=C(C(=O)O)C=C(C(=N1)Cl)F